7-Butyl-2,2,4-trimethylchromen-5-ol C(CCC)C=1C=C(C=2C(=CC(OC2C1)(C)C)C)O